C(C)(C)(C)C=1C(=NN(C1NC(OCC(C)C)=O)C)C1CC(C1)(F)F isobutyl (4-(tert-butyl)-3-(3,3-difluorocyclobutyl)-1-methyl-1H-pyrazol-5-yl)carbamate